4-trimethylsilyl-3-butyne C[Si](C#CCC)(C)C